BrC=1C(=C(OC2CCC(CC2)OCCN2CCN(CC2)C2=CC=C3C(=NN(C3=C2)C)C2C(NC(CC2)=O)=O)C=CC1)C 3-(6-(4-(2-(((1r,4r)-4-(3-bromo-2-methylphenoxy)cyclohexyl)oxy)ethyl)piperazin-1-yl)-1-methyl-1H-indazol-3-yl)piperidine-2,6-dione